NC(CC)C1=NC(=CC2=C1CN(C2=O)C2=CC(=CC=C2)C=2N1C(=NN2)CCC1C)N(C(C)C)C 4-[1-aminopropyl]-2-{3-[5-methyl-6,7-dihydro-5H-pyrrolo[2,1-c][1,2,4]triazol-3-yl]phenyl}-6-[methyl(propan-2-yl)amino]-2,3-dihydro-1H-pyrrolo[3,4-c]pyridin-1-one